OC(C(=O)O)(CCCCCCCCCC)O dihydroxylauric acid